C(C1=CC=CC=C1)OC(=O)N[C@@H](C(=O)OCC1=CC=CC=C1)CNC(C1=CC(=CC(=C1)F)C1=C(C=NN1C)CC)=O (R)-Benzyl 2-(((benzyloxy)carbonyl)amino)-3-(3-(4-ethyl-1-methyl-1H-pyrazol-5-yl)-5-fluorobenzamido)propanoate